[Li+].[O-2].[Mn+2] manganese oxide, lithium salt